S(SC1=CC=C(C=C1)NC(=O)NCCC=C(C(=O)[O-])C)C1=CC=C(C=C1)NC(=O)NCCC=C(C(=O)[O-])C ((((disulfanediylbis(4,1-phenylene))bis(azanediyl))bis(carbonyl))bis(azanediyl))bis(ethane-2,1-diyl)bis(2-methylacrylate)